4-hydroxyglutaconate OC(C=CC(=O)[O-])C(=O)[O-]